OCCNC1=NC=NC=N1 6-hydroxyethylamino-1,3,5-triazine